C1N(CCC2=CC=CC=C12)C[C@H](CN1CCOC2=C(C1=O)C=CC(=C2)OCC2CCN(CC2)C)O 4-[(2R)-3-(3,4-dihydro-1H-isoquinolin-2-yl)-2-hydroxy-propyl]-8-[(1-methyl-4-piperidinyl)methoxy]-2,3-dihydro-1,4-benzoxazepin-5-one